ethyl (S)-3-(benzyl((R)-1-phenylethyl)amino)-3-(2',4'-difluorobiphenyl-3-yl)propanoate C(C1=CC=CC=C1)N([C@@H](CC(=O)OCC)C=1C=C(C=CC1)C1=C(C=C(C=C1)F)F)[C@H](C)C1=CC=CC=C1